FC1(CC(CN(C1)C)N(C(C(F)(F)F)=O)C=1C=NN(C1)C)F N-(5,5-difluoro-1-methyl-3-piperidyl)-2,2,2-trifluoro-N-(1-methylpyrazol-4-yl)acetamide